1-(cyclopropylmethyl)-4-((2S,5R)-4-((R)-1-(4-fluorophenyl)-2-methylpropyl)-2,5-dimethylpiperazin-1-yl)-1H-[1,2,4]triazolo[3,4-b]purine C1(CC1)CN1C=2N3C(N=C(C2N=C1)N1[C@H](CN([C@@H](C1)C)[C@H](C(C)C)C1=CC=C(C=C1)F)C)=NN=C3